COC=1C=C(C=C(C1OC)OC)CC=1C(=NC(=NC1)N)N 5-[(3,4,5-trimethoxyphenyl)methyl]-2,4-pyrimidinediamine